Cl.C(C)(C)(C)C=1C=C(C=C(C1)C1=CC=C(C=C1)CNCCCNCCCNCC(CC)CC)C1=CC=C(C=C1)CNCCCNCCCNCC(CC)CC N1,N1'-((5'-(tert-butyl)-[1,1':3',1''-terphenyl]-4,4''-diyl)bis(methylene))bis(N3-(3-((2-ethylbutyl)amino)propyl)propane-1,3-diamine), hydrochloride salt